(montanic acid) calcium salt [Ca+2].C(CCCCCCCCCCCCCCCCCCCCCCCCCCC)(=O)[O-].C(CCCCCCCCCCCCCCCCCCCCCCCCCCC)(=O)[O-]